N1=CC(=CC=C1)N1N=CC(=C1)C(=O)O 1-(Pyridin-3-yl)-1H-pyrazole-4-carboxylic acid